FC=1C=C(C=CC1)CC(=O)NC=1C=C2C=CC=NC2=CC1 (3-fluorophenyl)-N-(quinolin-6-yl)acetamide